C1[C@H]2N(C[C@H](N1)CS)CCC2 [(3S,8aS)-octahydropyrrolo[1,2-a]pyrazin-3-yl]methanethiol